C1(=CC(=CC=C1)[C@H](CC(=O)OCC)NC(=O)NC=1C(N(C=C(C1O)C)CC)=O)C1=CC=CC=C1 ethyl (S)-3-(biphenyl-3-yl)-3-(3-(1-ethyl-4-hydroxy-5-methyl-2-oxo-1,2-dihydropyridin-3-yl)ureido)propanoate